O1C(=CC=C1)C(=O)OC1=CC=CC=2C=CC=3C(=CC=4C=NNC4C3)C12 naphtho[1,2-F]indazole-1-yl furan-2-carboxylate